5-(tert-butyl)-N-((S)-8-(2-((1-ethyl-1H-pyrazol-4-yl)amino)pyrimidin-4-yl)-2-((R*)-tetrahydrofuran-3-yl)-2,3,4,5-tetrahydro-1H-benzo[c]azepin-5-yl)-1,3,4-oxadiazole-2-carboxamide C(C)(C)(C)C1=NN=C(O1)C(=O)N[C@@H]1C2=C(CN(CC1)[C@H]1COCC1)C=C(C=C2)C2=NC(=NC=C2)NC=2C=NN(C2)CC |o1:19|